ClC=1C(N(C(=CC1[C@@H]1[C@H](C1)C1=CC=C(C=C1)F)C)C1=CC(=NC=C1C)C=1C(=C(C(=O)O)C=CC1)F)=O 3-((S)-3-chloro-4-((1S,2S)-2-(4-fluorophenyl)cyclopropyl)-5',6-dimethyl-2-oxo-2H-[1,4'-bipyridin]-2'-yl)-2-fluorobenzoic acid